C(CN(CC(=O)O)CC(=O)O)N(CC(=O)O)CC(=O)O EthyleneDiamine-tetraacetic acid